C(C)(C)(C)OC(=O)N(C(OC(C)(C)C)=O)C1=NN2C(C=C(C=C2)C2=C(C(=CC=C2F)C=2C=NN(C2)C(C(C)(F)F)C2=CC=C(C=C2)F)F)=N1 tert-butyl (tert-butoxycarbonyl)(7-(3-(1-(2,2-difluoro-1-(4-fluorophenyl)propyl)-1H-pyrazol-4-yl)-2,6-difluorophenyl)-[1,2,4]triazolo[1,5-a]pyridin-2-yl)carbamate